COC([C@H](OS(=O)(=O)C1=CC=C(C=C1)[N+](=O)[O-])C1=C(C=CC=C1)Cl)=O (R)-(2-chloro-phenyl)-(4-nitro-benzenesulfonyloxy)-acetic acid methyl ester